(+)-(4aR,8aS)-6-[3-[4-(4-Methylpyridazin-3-yl)oxyphenyl]azetidine-1-carbonyl]-4,4a,5,7,8,8a-hexahydropyrido[4,3-b][1,4]oxazin-3-one CC1=C(N=NC=C1)OC1=CC=C(C=C1)C1CN(C1)C(=O)N1C[C@@H]2[C@@H](OCC(N2)=O)CC1